(S)-(4-((4-(3-((2-(1-hydroxy-ethyl)-1H-imidazol-1-yl)methyl)isoxazol-5-yl)phenyl)ethynyl)phenyl)(4-hydroxypiperidin-1-yl)methanone O[C@@H](C)C=1N(C=CN1)CC1=NOC(=C1)C1=CC=C(C=C1)C#CC1=CC=C(C=C1)C(=O)N1CCC(CC1)O